methylenephosphite C=P([O-])([O-])[O-]